C(#N)/C(/C(=O)NC=1N=C(C2=C(N1)CCS(C2)(=O)=O)C)=C(\C=2C=NOC2C)/O (Z)-2-cyano-3-hydroxy-N-(4-methyl-6,6-dioxido-7,8-dihydro-5H-thiopyrano[4,3-d]pyrimidin-2-yl)-3-(5-methylisoxazol-4-yl)acrylamide